ClC1=CC(=C(C(=C1)F)NC=1N(C2=NC(=NC=C2N1)NC[C@H]1[C@@H](CCCC1)O)C1CCC(CC1)C(=O)N)F (1R,4s)-4-(8-(4-chloro-2,6-difluorophenylamino)-2-(((1S,2R)-2-hydroxycyclohexyl)methylamino)-9H-purin-9-yl)cyclohexanecarboxamide